C[C@@H]1CN(C[C@@H](O1)CN1CCN(CC1)C=1C=NC(=CC1)N1CCNCC1)C1=C2C=CC=NC2=C(C=C1)C#N 5-[(2R,6S)-2-methyl-6-[[4-(6-piperazin-1-yl-3-pyridyl)piperazin-1-yl]methyl]morpholin-4-yl]quinoline-8-carbonitrile